3,3-dimethylhepta-6-enoic acid CC(CC(=O)O)(CCC=C)C